(9-(12Z)-octadeca-9,12-dienyl)tetrahydro-3aH-cyclopenta[d][1,3]dioxol-5-amine CCCCCCCCC(=CC\C=C/CCCCC)C1OC2C(O1)CC(C2)N